7-((2s,5r)-4-(1-(4-fluoro-2-(trifluoromethyl)phenyl)ethyl)-2,5-dimethylpiperazin-1-yl)-4-(methyl-d3)-2,4-dihydro-5H-pyrazolo[4,3-b]pyridin-5-one FC1=CC(=C(C=C1)C(C)N1C[C@@H](N(C[C@H]1C)C=1C=2C(N(C(C1)=O)C([2H])([2H])[2H])=CNN2)C)C(F)(F)F